[Si](C)(C)(C)[Si](C)(C)C TMSTrimethylsilane